C(=C\C)/[13C@@H]1C[C@@]12C(CCC2)=O |r| (1SR,3RS)-1-((E)-prop-1-en-1-yl)spiro[2.4]heptan-4-one-13C